ClC1=C(C(=O)N2CCC(CC2)C(=O)O)C=CC(=C1)NC(=O)C=1N(C(=CN1)C1=C(C(=C(C=C1)OCF)F)F)C 1-[2-chloro-4-[[5-[2,3-difluoro-4-(fluoromethoxy)phenyl]-1-methyl-imidazole-2-carbonyl]amino]benzoyl]piperidine-4-carboxylic acid